((6-(methoxy-d3)-4-methylpyridin-3-yl)amino)-7-methyl-9-(tetrahydro-2H-pyran-4-yl)-7,9-dihydro-8H-purin-8-one C(OC1=CC(=C(C=N1)NC1=NC=C2N(C(N(C2=N1)C1CCOCC1)=O)C)C)([2H])([2H])[2H]